N-BOC-bis(2-hydroxyethyl)amine C(=O)(OC(C)(C)C)N(CCO)CCO